NC1=C2N=CN(C2=NC(=N1)F)[C@@H]1O[C@]([C@H]([C@H]1O)OCC1=CC2=CC=CC=C2C=C1)(\C=C\C)COCC1=CC2=CC=CC=C2C=C1 (2R,3R,4S,5R)-2-(6-amino-2-fluoro-9H-purin-9-yl)-4-(naphthalen-2-ylmethoxy)-5-((naphthalen-2-ylmethoxy)methyl)-5-((E)-prop-1-en-1-yl)tetrahydrofuran-3-ol